1-Benzyl-N-[4-[2-chloro-3-(4-methylpiperazin-1-yl)phenoxy]-5-ethyl-6-(2-isobutoxyphenyl)pyrimidin-2-yl]pyrazole-4-sulfonamide C(C1=CC=CC=C1)N1N=CC(=C1)S(=O)(=O)NC1=NC(=C(C(=N1)OC1=C(C(=CC=C1)N1CCN(CC1)C)Cl)CC)C1=C(C=CC=C1)OCC(C)C